CC=1C=CC(=C(C1)C1=CC=CC(=N1)N1N=CC(=C1C(F)(F)F)C(=O)O)OCC=1C=C2CCN(CC2=CC1)C1CCOCC1 1-[6-(5-methyl-2-{[2-(tetrahydro-2H-pyran-4-yl)-1,2,3,4-tetrahydroisoquinolin-6-yl]methoxyl}phenyl)pyridin-2-yl]-5-(trifluoromethyl)-1H-pyrazole-4-carboxylic acid